P(=O)(O)(O)C1=C(N=C(N1)N)C1[C@H](O)[C@H](O)[C@H](O1)CO phosphoribosyl-aminoimidazole